azocarboxylic acid N(=NC(=O)O)C(=O)O